C(CCCCC)C=1N=NN(C1)C=1C=CC(=C(C=O)C1)OC(F)(F)F 5-(4-hexyl-1H-1,2,3-triazol-1-yl)-2-(trifluoromethoxy)benzaldehyde